CN([C@@H](COCCCCCCCC\C=C/C\C=C/CCCCC)COCCCCCCCC)C R-N,N-dimethyl-1-[(9Z,12Z)-octadecane-9,12-dien-1-yloxy]-3-(octyloxy)propan-2-amine